7-{3-[(2-ethoxyethyl)carbamoyl]azetidin-1-yl}-5-methyl-4-oxo-1-(1,3-thiazol-2-yl)-1,4-dihydro-1,8-naphthyridine-3-carboxylic acid C(C)OCCNC(=O)C1CN(C1)C1=CC(=C2C(C(=CN(C2=N1)C=1SC=CN1)C(=O)O)=O)C